Ethyl 2-(4-((2-((2-(4-(trifluoromethoxy)phenyl)-1H-benzo[d]imidazol-1-yl)methyl)phenoxy)methyl)cyclohexyl)acetate FC(OC1=CC=C(C=C1)C1=NC2=C(N1CC1=C(OCC3CCC(CC3)CC(=O)OCC)C=CC=C1)C=CC=C2)(F)F